C(C)(=O)N[C@H]1C[C@H](CCC1)C(=O)NC1=NC=C(C(=C1)C=1C=NN2C1CN(CC2)C)Cl (1s,3r)-3-acetamido-N-(5-chloro-4-(5-methyl-4,5,6,7-tetrahydropyrazolo[1,5-a]pyrazin-3-yl)pyridin-2-yl)cyclohexanecarboxamide